3-(4,4,5,5-tetramethyl-1,3,2-dioxaborolan-2-yl)-2-[4-(trifluoromethyl)phenoxy]pyridine CC1(OB(OC1(C)C)C=1C(=NC=CC1)OC1=CC=C(C=C1)C(F)(F)F)C